CCCCC/C=C\C/C=C\CCCCCCCCCC(=O)O[C@H](COC(=O)CCCCCCC/C=C\CCCC)COP(=O)(O)OC[C@@H](C(=O)O)N 1-(9Z-tetradecenoyl)-2-(11Z,14Z-eicosadienoyl)-glycero-3-phosphoserine